C1(CC1)N1CC2(C1)CC(C2)N2N=CC(=C2)OC=2C(=NC=C(N2)C2=CC=C1C(CN(CC1=C2)C)C)N 3-((1-(2-cyclopropyl-2-azaspiro[3.3]hept-6-yl)-1H-pyrazol-4-yl)oxy)-5-(2,4-dimethyl-1,2,3,4-tetrahydroisoquinolin-7-yl)pyrazin-2-amine